5-amino-4-hydroxy-2-(3-fluorophenyl)-furan-3-one NC1=C(C(C(O1)C1=CC(=CC=C1)F)=O)O